O=C(C(=O)O)NNC(=O)C1(COCC1)C1=CC=CC=C1 2-oxo-2-(2-(3-phenyltetrahydrofuran-3-carbonyl)hydrazineyl)acetic acid